trans-4-((4-(1-Isopropyl-1H-pyrazol-4-yl)pyridin-2-yl)((trans-4-(4-methoxy-3-methylphenyl)cyclohexyl)methyl)carbamoyl)-cyclohexyl methylcarbamate CNC(O[C@@H]1CC[C@H](CC1)C(N(C[C@@H]1CC[C@H](CC1)C1=CC(=C(C=C1)OC)C)C1=NC=CC(=C1)C=1C=NN(C1)C(C)C)=O)=O